C(=C)CC(=O)O.C=C ethylen vinylacetate